ClC1=CC=C(S1)CNC1=C(C(=NN1C(C(CO)(C)C)=O)C1CN(CC1C)S(=O)(=O)N1CC(CC1)O)C 1-(5-{[(5-chlorothiophen-2-yl)methyl]amino}-3-{1-[(3-hydroxypyrrolidin-1-yl)sulfonyl]-4-methylpyrrolidin-3-yl}-4-methyl-1H-pyrazol-1-yl)-3-hydroxy-2,2-dimethylpropan-1-one